1-[(2R,4S)-4-[4-amino-3-[2-(6-chloro-1-ethyl-1,3-benzodiazol-5-yl)ethynyl]pyrazolo[3,4-d]pyrimidin-1-yl]-2-(methoxymethyl)pyrrolidin-1-yl]prop-2-en-1-one NC1=C2C(=NC=N1)N(N=C2C#CC2=CC1=C(N(C=N1)CC)C=C2Cl)[C@H]2C[C@@H](N(C2)C(C=C)=O)COC